(2R)-2-amino-2-(4-hydroxyphenyl)acetyl(aminomethyl)phosphonate N[C@@H](C(=O)C(N)P([O-])([O-])=O)C1=CC=C(C=C1)O